17-amino-13-methyl-15-methanesulfonyl-6-(trifluoromethyl)-19-oxa-3,4,13,18-tetraazatricyclo[12.3.1.12,5]nonadeca-1(18),2,4,14,16-penta-en-6-ol NC1=CC(=C2N(CCCCCCC(C3=NN=C(C1=N2)O3)(O)C(F)(F)F)C)S(=O)(=O)C